COC(=O)C=1C=C2C(=C(NC2=CC1)C1=CC(=C(C=C1)OC)OC)C(C)C 2-(3,4-dimethoxyphenyl)-3-isopropyl-1H-indole-5-carboxylic acid methyl ester